ClC=1C2=C(C3=C(CN(S(N3)(=O)=O)CC3=C(C=CC=C3)F)C1)NC=C2Cl 6,7-dichloro-3-[(2-fluorophenyl)methyl]-4,9-dihydro-1H-pyrrolo[3,2-h][2,1,3]benzothiadiazine 2,2-dioxide